Cl.C1C(CC12CCNCC2)N2N=CC(=C2C)C=2C=C(C=1N(C2)N=CC1Cl)OC(CO)C1=NC=CC=C1 2-[6-[1-(7-azaspiro[3.5]nonan-2-yl)-5-methyl-pyrazol-4-yl]-3-chloro-pyrazolo[1,5-a]pyridin-4-yl]oxy-2-(2-pyridyl)ethanol HCl salt